5-bromo-3-iodo-1-(tetrahydro-2H-pyran-2-yl)-1H-pyrazolo[3,4-b]Pyridine BrC=1C=C2C(=NC1)N(N=C2I)C2OCCCC2